ClC=1C=C(C=C(C1)NS(=O)(=O)C)NC(=O)C1=CN(C(=C1)C1=NC=C(C=C1OCC1=CC(=CC(=C1)C(F)(F)F)F)N1CC(C1)(F)F)C N-(3-chloro-5-(methylsulfonamido)phenyl)-5-(5-(3,3-difluoroazetidin-1-yl)-3-((3-fluoro-5-(trifluoromethyl)benzyl)oxy)pyridin-2-yl)-1-methyl-1H-pyrrole-3-carboxamide